C1(=CC=CC=C1)S(=O)(=O)N1C=CC=2C1=NC(=CC2Cl)Cl 1-(Benzenesulfonyl)-4,6-dichloro-1H-pyrrolo[2,3-b]pyridine